FC1=C(OC2=CC=NC3=CC(=C(C=C23)OC2(CC2)C(=O)OC(C)(C)C)OC)C(=CC(=C1)NC(C1=CN=CC=C1OC)=O)F tert-Butyl 1-((4-(2,6-difluoro-4-(4-methoxynicotinamido)phenoxy)-7-methoxyquinolin-6-yl)oxy)cyclopropane-1-carboxylate